ClC=1C=C(C(=NC1)N1C([C@@H](N(C(C1)=O)CC1=CC=C(C=C1)Cl)C(C)C)=O)C (S)-1-(5-chloro-3-methylpyridin-2-yl)-4-(4-chlorobenzyl)-3-isopropylpiperazine-2,5-dione